2,6-diiodophenylacetylene IC1=C(C(=CC=C1)I)C#C